ClC1=NC2=C(C=CC=C2C(=N1)NC1CCN(CC1)CC(=O)N1[C@@H](CCC1)C#N)C (2S)-1-[2-[4-[(2-chloro-8-methyl-quinazolin-4-yl)amino]-1-piperidinyl]acetyl]pyrrolidine-2-carbonitrile